exo-N-[5-[2-methyl-4-[[(1R,5S)-3-oxa-9-azabicyclo[3.3.1]nonan-7-yl]oxy]pyrazol-3-yl]pyrazolo[1,5-a]pyridin-2-yl]cyclopropanecarboxamide CN1N=CC(=C1C1=CC=2N(C=C1)N=C(C2)NC(=O)C2CC2)OC2C[C@H]1COC[C@@H](C2)N1